P12[Se]P([Se]1)[Se]2 diphosphorus triselenide